Dodecyltrimethyl-ammonium bromide [Br-].C(CCCCCCCCCCC)[N+](C)(C)C